C1(CC1)C1=NN(C=C1C=1C=NC2=CC=C(C=C2N1)N1CC(CC1)NC(OC(C)(C)C)=O)[C@@H]1C[C@H](C1)CNC=1C=C2C(N(C(C2=CC1)=O)C1C(NC(CC1)=O)=O)=O tert-butyl (1-(3-(3-cyclopropyl-1-(trans-3-(((2-(2,6-dioxopiperidin-3-yl)-1,3-dioxoisoindolin-5-yl)amino)methyl)cyclobutyl)-1H-pyrazol-4-yl)quinoxalin-6-yl)pyrrolidin-3-yl)carbamate